octahydropyrazino[2,1-c][1,4]oxazine hydrochloride Cl.C1OCCN2C1CNCC2